N1CC(C1)NC=1C=CC(=C(C(=O)NCC2=CC(=CC=C2)C=2SC(=CC2)CN2CCCC2)C1)C 5-(Azetidin-3-ylamino)-2-methyl-N-(3-(5-(pyrrolidin-1-ylmethyl)thiophen-2-yl)benzyl)benzamide